(3R,3aS,6aR)-hydroxyl-hexahydrofuro[2,3-b]furan-3-ol OC1[C@@H]([C@H]2[C@H](OCC2)O1)O